(2S,3R,4R,5R)-4-fluoro-3-[(4-methoxyphenyl)diphenylmethoxy]-5-(5-methyl-2,4-dioxo-3H-pyrimidin-1-yl)oxolane-2-carbaldehyde F[C@@H]1[C@@H]([C@H](O[C@H]1N1C(NC(C(=C1)C)=O)=O)C=O)OC(C1=CC=CC=C1)(C1=CC=CC=C1)C1=CC=C(C=C1)OC